7-methoxy-2-methyl-6-nitro-1,2,3,4-tetrahydroisoquinoline COC1=C(C=C2CCN(CC2=C1)C)[N+](=O)[O-]